6-[(2-hydroxyethyl)(propan-2-yl)amino]hexan-1-ol OCCN(CCCCCCO)C(C)C